F[C@@H]1C[C@@H](N(C1)C)COC=1N=C(C2=C(N1)CN(CC2)C2=CC=CC1=CC=CC(=C21)C)N2C[C@@H](NCC2)CC#N 2-[(2S)-4-[2-[[(2R,4R)-4-fluoro-1-methylpyrrolidin-2-yl]methoxy]-7-(8-methyl-1-naphthyl)-6,8-dihydro-5H-pyrido[3,4-d]pyrimidin-4-yl]piperazin-2-yl]acetonitrile